1-[3-(4-cyclopropoxy-6-methoxypyrimidin-5-yl)-1H-pyrrolo[2,3-b]pyridin-6-yl]-3-[(2S)-3-(dimethylamino)-2-fluoropropyl]urea C1(CC1)OC1=NC=NC(=C1C1=CNC2=NC(=CC=C21)NC(=O)NC[C@@H](CN(C)C)F)OC